FC(C=1N=C(SC1)C1C(CCC1)O)(F)F 2-[4-(trifluoromethyl)thiazol-2-yl]cyclopentanol